N1=C(C=C(C=C1)C=1C(=C(C=C(C1)F)C1=CC(=C(C=C1)N1C(N(C=C1)C)=O)Cl)O)C1=CC=NC=C1 1-(3'-([2,4'-bipyridin]-4-yl)-3-chloro-5'-fluoro-2'-hydroxy-[1,1'-biphenyl]-4-yl)-3-methyl-1H-imidazol-2(3H)-one